NC1=C(C(=O)O)C=CC(=C1)OC([2H])([2H])[2H] 2-amino-4-(methoxy-d3)benzoic acid